ClC=1SC(=CN1)COC1=C(OC2=CC=CC=C2C1=O)C1=C(C=C(C=C1)Cl)Cl 3-((2-chlorothiazol-5-yl)methoxy)-2-(2,4-dichlorophenyl)-4H-chromen-4-one